3,6-dihydro-1,2-dithiazin S1SNC=CC1